C1(=CC=CC=C1)[SiH]([Si]([Si](OC)(OC)OC)(C=C)C=C)C1=CC=CC=C1 Diphenyldivinyltrimethoxytri-silan